1''-methyl-5''-phenyldispiro[1,3-dioxolane-2,1'-cyclohexane-4',3''-indole]-2''-one CN1C(C2(C3=CC(=CC=C13)C1=CC=CC=C1)CCC1(CC2)OCCO1)=O